diphthalic acid diphthalate C(C=1C(C(=O)O)=CC=CC1)(=O)O.C(C=1C(C(=O)O)=CC=CC1)(=O)O.C(C=1C(C(=O)O)=CC=CC1)(=O)O.C(C=1C(C(=O)O)=CC=CC1)(=O)O